tert-butyl-[(6,8-dichloro-2,7-naphthyridin-3-yl)methoxy]Dimethyl-silane C(C)(C)(C)[Si](C)(C)OCC=1N=CC2=C(N=C(C=C2C1)Cl)Cl